Tert-butyl (7-((1-(4-((exo-6-((tert-butoxycarbonyl)amino)-3-azabicyclo[3.1.0]hexan-3-yl)methyl)phenyl)-2-oxo-1,2-dihydropyrimidin-4-yl)carbamoyl)-7-azaspiro[3.5]nonan-2-yl)carbamate C(C)(C)(C)OC(=O)NC1C2CN(CC12)CC1=CC=C(C=C1)N1C(N=C(C=C1)NC(=O)N1CCC2(CC(C2)NC(OC(C)(C)C)=O)CC1)=O